N(=C=S)C1=NC=CC=C1N(C(OC(C)(C)C)=O)C tert-butyl (2-isothiocyanatopyridinyl)(methyl)carbamate